4-(dicyanomethylene)-2-methyl-6-(p-dimethylaminostyryl)-4H-pyrane C(#N)C(=C1C=C(OC(=C1)C=CC1=CC=C(C=C1)N(C)C)C)C#N